C1=CC(N2C(C=CC=C12)=O)=O indolizine-3,5-dione